acryloyloxy-3-propyl alcohol C(C=C)(=O)OC(CC)O